C(C)(=O)C=1N=C(OC1)C=1C(=C2C(=NC1)NC=C2)NC2CC(C2)NS(=O)(=O)C2=CC(=CC=C2)C#N N-((1s,3s)-3-((5-(4-acetyloxazol-2-yl)-1H-pyrrolo[2,3-b]pyridin-4-yl)amino)cyclobutyl)-3-cyanobenzenesulfonamide